2-((1-(cyclohexylmethyl)piperidin-4-yl)methyl)-4-phenylpyridazin-3(2H)-one hydrochloride Cl.C1(CCCCC1)CN1CCC(CC1)CN1N=CC=C(C1=O)C1=CC=CC=C1